O1CCN(CC1)C=1C2=C(N=CN1)N(C(=C2)C2=CC=C(C=C2)NC(C2=NC=CC(=C2)CN2C[C@@H](CCC2)NS(=O)(=O)C=C)=O)COCC[Si](C)(C)C (R)-N-(4-(4-morpholino-7-((2-(trimethylsilyl)ethoxy)methyl)-7H-pyrrolo[2,3-d]pyrimidin-6-yl)phenyl)-4-((3-(vinylsulfonamido)piperidin-1-yl)methyl)picolinamide